The molecule is a member of the class of depsidones that is 3,4-dihydro-2H,11H-chromeno[6,7-b][1,4]benzodioxepine substituted by hydroxy groups at positions 8 and 13, methyl groups at positions 2, 2, 5 and 10, oxo groups at positions 4 and 11 and a formyl group at position 7. Isolated from Chaetomium brasiliense, it exhibits cytotoxic activity. It has a role as an antineoplastic agent and a Chaetomium metabolite. It is an aldehyde, a member of depsidones, an organic heterotetracyclic compound and a polyphenol. CC1=CC(=C(C2=C1C(=O)OC3=C(O2)C(=C4C(=O)CC(OC4=C3O)(C)C)C)C=O)O